sodium silicate (silicate) [Si]([O-])(O)(O)O.[Si](O)(O)(O)O.[Na+]